(14S)-12,12-dimethyl-8-{3-oxo-octahydroimidazo[1,5-a]pyridin-2-yl}-2λ6-thia-3,9,11,18,23-pentaazatetracyclo[17.3.1.111,14.05,10]tetracosa-1(23),5(10),6,8,19,21-hexaene-2,2,4-trione CC1(N2C=3N=C(C=CC3C(NS(C=3C=CC=C(NCCC[C@@H](C1)C2)N3)(=O)=O)=O)N3C(N2C(CCCC2)C3)=O)C